1-Tetrahydropyran-2-yl-6-(4,4,5,5-tetramethyl-1,3,2-dioxaborolan-2-yl)indazole O1C(CCCC1)N1N=CC2=CC=C(C=C12)B1OC(C(O1)(C)C)(C)C